N1N=C(C2=CC=CC=C12)C(=O)O Indazole-3-carboxylic acid